(S)-1-amino-4-(4-((4-methylpyridin-2-yl)carbamoyl)phenyl)-2-(1-propioloylpiperidin-2-yl)-1H-imidazole-5-carboxamide NN1C(=NC(=C1C(=O)N)C1=CC=C(C=C1)C(NC1=NC=CC(=C1)C)=O)[C@H]1N(CCCC1)C(C#C)=O